BrC=1C=CC2=C(CCC(CC2)=O)C1 2-bromo-5,6,8,9-tetrahydro-benzocyclohepten-7-one